(Z)-3a-benzoyloxy-5beta-pregna-9(11),17(20)-diene C(C1=CC=CC=C1)(=O)O[C@H]1C[C@H]2CC[C@H]3[C@@H]4CC/C(=C/C)/[C@]4(CC=C3[C@]2(CC1)C)C